BrC=1C(=C(C=C(C1)Cl)C(N(C)CC)=N)C (3-bromo-5-chloro-2-methylphenyl)-N-ethyl-N-methylformimidamide